3-(4-(N,N-dimethylsulfamoyl)phenyl)-7-isopropyl-N-methyl-1H-indole-2-carboxamide CN(S(=O)(=O)C1=CC=C(C=C1)C1=C(NC2=C(C=CC=C12)C(C)C)C(=O)NC)C